C(=O)(O)CCCCCCCCCCC(=O)OC(C[N+](C)(C)C)CC([O-])=O O-(11-carboxyundecanoyl)carnitine